N-(6-amino-5-methyl-3-pyridyl)-2-[(2R,5S)-5-methyl-2-[4-(1H-pyrazol-5-yl)phenyl]-1-piperidyl]-2-oxo-acetamide NC1=C(C=C(C=N1)NC(C(=O)N1[C@H](CC[C@@H](C1)C)C1=CC=C(C=C1)C1=CC=NN1)=O)C